1-butyl-3-(2-hydroxyethyl)imidazolium bromide [Br-].C(CCC)N1C=[N+](C=C1)CCO